cholan-24-yl azide C(CC[C@@H](C)[C@H]1CC[C@H]2[C@@H]3CCC4CCCC[C@]4(C)[C@H]3CC[C@]12C)N=[N+]=[N-]